FC(OC1=C(C(=C(C=C1)C1=CN=C2N1C=CN=C2NC2=CC(=C(C(=O)NCCC1CCN(CC1)C(=O)OC(C)(C)C)C=C2)CC)F)F)F tert-butyl 4-(2-(4-((3-(4-(difluoromethoxy)-2,3-difluorophenyl)imidazo[1,2-a]pyrazin-8-yl)amino)-2-ethylbenzamido)ethyl)piperidine-1-carboxylate